N-(2,7-di-tert-butyl-9H-carbazol-9-yl)-6-hydroxypicolinamide C(C)(C)(C)C1=CC=2N(C3=CC(=CC=C3C2C=C1)C(C)(C)C)NC(C1=NC(=CC=C1)O)=O